N1C(=CC=C1)C(C)=O 1-(1h-pyrrol-2-yl)-ethanone